(2-chloro-4-cyclopropylphenyl)boronic acid ClC1=C(C=CC(=C1)C1CC1)B(O)O